Naphtho[2,3-a]pyrene C1=CC=C2C=CC=3C=C4C(=C5C=CC1=C2C53)C=C5C=CC=CC5=C4